(3aS,4R,5S,6S,8R,9R,9aR,12R)-5-hydroxy-4,6,9,12-tetramethyl-1-oxo-6-vinyl-decahydro-3a,9-propanocyclopenta[8]annulen-8-yl 2-(2-(phenylthio)acetoxy)acetate C1(=CC=CC=C1)SCC(=O)OCC(=O)O[C@@H]1C[C@]([C@H]([C@@H]([C@]23[C@H]([C@]1(CC[C@H]3C)C)C(CC2)=O)C)O)(C=C)C